CN(C(CN1N=CC(=C1)C#CC(=O)N)=O)CCOC1=CC=C(C=C1)C [1-[2-[methyl-[2-(4-methylphenoxy)ethyl]amino]-2-oxo-ethyl]pyrazol-4-yl]prop-2-ynamide